BrC1=C(C=C(CC(C(=O)O)C(=O)O)C=C1)F (4-bromo-3-fluorobenzyl)malonic acid